C(C=C)S(=O)(=O)OCC#C propargyl allyl-sulphonate